2-(4-(2-ethyl-3-((3-(4-fluorophenyl)-1,2,4-thiadiazol-5-yl)(methyl)amino)imidazo[1,2-a]pyridin-6-yl)-5,6-dihydropyridin-1(2H)-yl)-N,N-dimethylacetamide C(C)C=1N=C2N(C=C(C=C2)C2=CCN(CC2)CC(=O)N(C)C)C1N(C)C1=NC(=NS1)C1=CC=C(C=C1)F